(2S,4S)-4-fluoro-1-[2-[(3R)-3-[(6-methyl-4-quinolyl)amino]pyrrolidin-1-yl]acetyl]pyrrolidine-2-carbonitrile F[C@H]1C[C@H](N(C1)C(CN1C[C@@H](CC1)NC1=CC=NC2=CC=C(C=C12)C)=O)C#N